OC1=CC=C(C=C1)C(C=CC1=CC2=CC=C(C=C2C=C1)OC)=O 1-(4-Hydroxyphenyl)-3-(6-methoxy-2-naphthyl)-2-propen-1-one